CN1C=2C=CC3=C(N=C(C4=CN=C(C5=CN=C(NC6=CC=CC(OC(CCC1=O)C)=N6)C=C45)NC)O3)C2 9,13-dimethyl-25-(methylamino)-14,32-dioxa-3,9,20,22,26,30-hexazahexacyclo[19.6.2.12,5.14,8.115,19.024,28]dotriaconta-1(27),2,4,6,8(31),15(30),16,18,21,23,25,28-dodecaen-10-one